FC1=C(C(=O)O)C(=CN=C1)C(F)(F)F 3-fluoro-5-(trifluoromethyl)isonicotinic acid